ClC=1C=CC(=C(C1)C1=NN(C=C1NC(=O)C=1C=NN2C1N=CC=C2)CC(=O)C2CC2)OC N-(3-(5-chloro-2-methoxyphenyl)-1-(2-cyclopropyl-2-oxoethyl)-1H-pyrazol-4-yl)pyrazolo[1,5-a]pyrimidine-3-carboxamide